4-(2,6-Dimethoxyphenyl)-5-(6-ethoxypyridin-2-yl)-N-(((5-fluoropyrimidin-2-yl)methyl)sulfonyl)-4H-1,2,4-triazole-3-carboxamide COC1=C(C(=CC=C1)OC)N1C(=NN=C1C1=NC(=CC=C1)OCC)C(=O)NS(=O)(=O)CC1=NC=C(C=N1)F